8-fluoro-3-(2-hydroxyethyl)quinazolin-4-one FC=1C=CC=C2C(N(C=NC12)CCO)=O